N[C@H](C(=O)NC1=CC(=C(C=C1)CO)[N+](=O)[O-])CCCNC(=O)N (S)-2-amino-N-(4-(hydroxymethyl)-3-nitrophenyl)-5-ureidopentanamide